[Si](C1=CC=CC=C1)(C1=CC=CC=C1)(C(C)(C)C)OCC1=CC=C(C=C1)C=1OC=CN1 2-(4-(((tert-butyldiphenylsilyl)oxy)methyl)phenyl)oxazole